3,3,4-Trifluoro-1-azaspiro[4.4]nonane FC1(CNC2(C1F)CCCC2)F